C1=CC=CC2=CC=C3C4=CC=C5C=CC=CC5=C4C4=C(C3=C21)C=CC=C4 benzopicene